C(C)(C)C1=CC=2C(C3=CC=CC=C3OC2C(=C1)C(C)C)=O 2,4-diisopropylxanthone